C(#N)C1=C(C=CC(=C1)C(F)(F)F)N1CCC(CC1)(C(=O)NC[C@@H](C)N(C)C)C=1C=CC(=NC1)C=1C(=NC=CC1)OCC 1-[2-cyano-4-(trifluoromethyl)phenyl]-N-[(2R)-2-(dimethylamino)propyl]-4-{2'-ethoxy-[2,3'-bipyridine]-5-yl}piperidine-4-carboxamide